[Cl-].C1(CC1)C(C)[N+](CC)(C)C cyclopropyl-dimethyl-diethyl-ammonium chloride